NC1=CC=C(N=N1)N1CC(CC1)N1N=NC(=C1)C(=O)NCC1=NC=CC=C1 1-(1-(6-aminopyridazin-3-yl)pyrrolidin-3-yl)-N-(pyridin-2-ylmethyl)-1H-1,2,3-triazole-4-carboxamide